N=1C=NN2C1C=C(C=C2)OC2=C(C(=C(C=C2)NC=2C1=C(N=CN2)C=CC(=N1)N1CC2CCC(C1)N2)F)C N-(4-([1,2,4]triazolo[1,5-a]pyridin-7-yloxy)-2-fluoro-3-methylphenyl)-6-(3,8-diazabicyclo[3.2.1]octan-3-yl)pyrido[3,2-d]pyrimidin-4-amine